(4-benzhydrylpiperazin-1-yl)-(1H-pyrrolo[3,2-c]pyridin-7-yl)methanone C(C1=CC=CC=C1)(C1=CC=CC=C1)N1CCN(CC1)C(=O)C=1C2=C(C=NC1)C=CN2